cyclohexane-1,4-dicarboxylate C1(CCC(CC1)C(=O)[O-])C(=O)[O-]